FC(C1=CC=C(C=C1)S(=O)(=O)CC1CCN(CC1)C(=O)OC(C)(C)C)(F)F tert-Butyl 4-(((4-(trifluoromethyl)phenyl)sulfonyl)methyl)piperidine-1-carboxylate